CC(C(=O)OOC(C(CCC(CCCCC)C)C)=O)CCC(CCCCC)C 2,5-dimethyldecanoyl peroxide